acryloyl-ethanolamine C(C=C)(=O)C(O)CN